NC1=C(NCC2CN(CCOC2)C(=O)OC(C)(C)C)C(=CC=C1)Br tert-butyl 6-[(2-amino-6-bromo-anilino)methyl]-1,4-oxazepane-4-carboxylate